3-(1-(1-(propylsulfonyl)pyrrolidin-3-yl)-1,6-dihydroimidazo[4,5-d]pyrrolo[2,3-b]pyridin-2-yl)phenol C(CC)S(=O)(=O)N1CC(CC1)N1C(=NC=2C1=C1C(=NC2)NC=C1)C=1C=C(C=CC1)O